N[C@@H]1[C@@H](OCC12CCN(CC2)C=2N=C1C(=NC2)N=C(C=C1)SC1=C(C(=NC=C1)N1C[C@H](CC1)CO)Cl)C ((S)-1-(4-((2-((3S,4S)-4-amino-3-methyl-2-oxa-8-azaspiro[4.5]decan-8-yl)pyrido[2,3-b]pyrazin-6-yl)thio)-3-chloropyridin-2-yl)pyrrolidin-3-yl)methanol